CN1CC=2N(CC1)N=CC2C=2C=C1C(=NC2)NC=C1C1=CC=2N(C=C1)N=CC2C(=O)NC2CCN(CC2)C 5-(5-(5-methyl-4,5,6,7-tetrahydropyrazolo[1,5-a]pyrazin-3-yl)-1H-pyrrolo[2,3-b]pyridin-3-yl)-N-(1-methylpiperidin-4-yl)pyrazolo[1,5-a]pyridine-3-carboxamide